1-(4-(tetrahydro-2H-pyran-4-yl)-1,2,3,4-tetrahydroquinoxaline-1-carboxamido)pyrrolidine O1CCC(CC1)N1CCN(C2=CC=CC=C12)C(=O)NN1CCCC1